tert-butyl 4-(3-((4-((4-(3,5-dichlorophenyl)piperazin-1-yl)sulfonyl)phenyl)carbamoyl)-4-(N-methylmethylsulfonamido)phenyl)-3,6-dihydropyridine-1(2H)-carboxylate ClC=1C=C(C=C(C1)Cl)N1CCN(CC1)S(=O)(=O)C1=CC=C(C=C1)NC(=O)C=1C=C(C=CC1N(S(=O)(=O)C)C)C=1CCN(CC1)C(=O)OC(C)(C)C